N1C(=NC=C1)C1=NC2=CC=CC=C2C=C1 2-(imidazol-2-yl)quinoline